2-(2,4-dioxoimidazolidin-1-yl)acetic acid O=C1N(CC(N1)=O)CC(=O)O